N'-hydroxy-5-((5-(5-(trifluoromethyl)pyrazin-2-yl)oxazol-2-yl)amino)pyridinecarboxamidine ON=C(N)C1=NC=C(C=C1)NC=1OC(=CN1)C1=NC=C(N=C1)C(F)(F)F